FC=1C=C(C=CC1)C1=NC2=C(N1)C=C(C=C2)C=2C=C1C(N(C=NC1=CC2)CCN2CCOCC2)=O 6-(2-(3-Fluorophenyl)-1H-benzo[d]imidazol-6-yl)-3-(2-morpholinoethyl)quinazolin-4(3H)-one